BrC=1C=C2/C(/C(NC2=CC1)=O)=C/1\C(N(/C(/S1)=N/C1=CC=C(C=C1)S(=O)(=O)N)CC)=O 4-(((Z)-5-((Z)-5-bromo-2-oxoindoline-3-ylidene)-3-ethyl-4-oxothiazolidin-2-ylidene)amino)benzenesulfonamide